C(C)(=O)N1CCN(CC1)C1=NC=C(C=N1)CCC(=O)[O-] 3-(2-(4-acetylpiperazin-1-yl)pyrimidin-5-yl)propanoate